(5-(benzyloxy)pyridin-3-yl)-9H-purin C(C1=CC=CC=C1)OC=1C=C(C=NC1)C1=NC=C2N=CNC2=N1